tert-Butyl 6-[(5-bromo-1-oxo-2,7-naphthyridin-2-yl)methyl]-2-(2-methylsulfonyloxyethyl)indole-1-carboxylate BrC1=C2C=CN(C(C2=CN=C1)=O)CC1=CC=C2C=C(N(C2=C1)C(=O)OC(C)(C)C)CCOS(=O)(=O)C